FC=1C(=NC=CC1CC=1C(OC2=CC(=CC=C2C1C)OC1=NC=CC=C1F)=O)C(=O)O 3-fluoro-4-[[7-[(3-fluoro-2-pyridinyl)oxy]-4-methyl-2-oxo-chromen-3-yl]methyl]pyridine-2-carboxylic acid